O1C(CCC1)COC1=CC2=C(N(C=N2)C2=CC=C(C=C2)NC(=O)N2N=C(C=C2N)C(C)(C)C)C=C1 5-amino-3-tert-butyl-pyrazol-1-carboxylic acid {4-[5-(tetrahydro-furan-2-ylmethoxy)-benzimidazol-1-yl]-phenyl}-amide